FC=1C(C(NC(N1)=O)=O)=O fluorouracilOne